B(F)(F)F.C(C)(C)(C)OC(=O)N1CC2CC2(CC1)[K] (3-(tert-butoxycarbonyl)-3-azabicyclo[4.1.0]heptane-6-yl)potassium trifluoroborate